FC1=C(C=C(C=C1)C1=CSC2=C1C(N(C=C2)CC(=O)N2CC(C2)(C)NC(OC(C)(C)C)=O)=O)C(F)(F)F tert-butyl (1-(2-(3-(4-fluoro-3-(trifluoromethyl)phenyl)-4-oxothieno[3,2-c]pyridin-5(4H)-yl)acetyl)-3-methylazetidin-3-yl)carbamate